C1(CCCCC1)NCC Cyclohexylaminoethan